5-(3-(1-(1,1-difluoroethyl)-1H-pyrazol-4-yl)-2-fluoro-6-hydroxyphenyl)-1,2,5-thiadiazolidin-3-one 1,1-dioxide FC(C)(F)N1N=CC(=C1)C=1C(=C(C(=CC1)O)N1CC(NS1(=O)=O)=O)F